FC1([C@@H]([C@@H](N(C1)C(=O)C1OCC1)CC=1C=C(C=CC1)C1=CC(=CC=C1)F)NS(=O)(=O)CC)F N-[(2S,3R)-4,4-difluoro-2-[(3'-fluoro[1,1'-biphenyl]-3-yl)methyl]-1-(oxetan-2-carbonyl)pyrrolidin-3-yl]ethanesulfonamide